NC1=C2CCN(C2=CC=C1)C(CNC1=C(C=CC(=C1)C1=NC(=NO1)C)C)=O 1-(4-aminoindolin-1-yl)-2-((2-methyl-5-(3-methyl-1,2,4-oxadiazol-5-yl)phenyl)amino)ethan-1-one